CC1=C2N(C=3C=CC=CC13)C(C=C2C2=CC1=CC=CC=C1C=C2)(O)C(F)(F)F 9-Methyl-1-(naphthalen-2-yl)-3-(trifluoromethyl)-3H-pyrrolo[1,2-a]indol-3-ol